Tert-Butyl 4-chloro-7-((6-(hydroxymethyl)-5-(tetrahydrofuran-3-yl)pyridin-2-yl)amino)-1-oxoisoindoline-2-carboxylate ClC1=C2CN(C(C2=C(C=C1)NC1=NC(=C(C=C1)C1COCC1)CO)=O)C(=O)OC(C)(C)C